2,3,4,6-tetra(10H-phenoxazin-10-yl)-5-(pyridin-4-yl)benzonitrile C1=CC=CC=2OC3=CC=CC=C3N(C12)C1=C(C#N)C(=C(C(=C1N1C2=CC=CC=C2OC=2C=CC=CC12)N1C2=CC=CC=C2OC=2C=CC=CC12)C1=CC=NC=C1)N1C2=CC=CC=C2OC=2C=CC=CC12